Pyran-3,4,5-triol triacetate C(C)(=O)OC=1COC=C(C1OC(C)=O)OC(C)=O